C(C=C)(=O)N1[C@@H](CCC1)C1=NC(=C2N1C=CN=C2N)C2=CC=C(C(=O)NC1=NC=CC(=C1)C(F)(F)F)C=C2 (S)-4-(3-(1-acryloylpyrrolidin-2-yl)-8-aminoimidazo[1,5-a]pyrazin-1-yl)-N-(4-(trifluoromethyl)pyridin-2-yl)benzamide